CN1C(N(C(C2=C1C=CS2C2=C(C=CC=C2)Cl)=O)C=2C=NC=CC2C2CC2)=O methyl-5-(2-chlorophenyl)-3-(4-cyclopropylpyridin-3-yl)thieno[3,2-d]pyrimidine-2,4(1H,3H)-dione